C(=C)[SiH](C=C)N di(vinyl)silyl-amine